(Z)-1-(4-amino-2-fluorobut-2-en-1-yl)-4-(3-((3,3-difluoropyrrolidin-1-yl)sulfonyl)phenyl)-1H-benzo[d][1,2,3]triazole-6-carboxylic acid methyl ester COC(=O)C=1C=C(C2=C(N(N=N2)C/C(=C/CN)/F)C1)C1=CC(=CC=C1)S(=O)(=O)N1CC(CC1)(F)F